1-Octyl-3-butylpyrrolium triflat [O-]S(=O)(=O)C(F)(F)F.C(CCCCCCC)[NH+]1C=C(C=C1)CCCC